2-(azepan-1-yl)-4-((4-(2-(4-(2-hydroxyethyl)piperazin-1-yl)ethoxy)phenyl)amino)pyrimido[4,5-d]pyridazin-5(6H)-one N1(CCCCCC1)C=1N=C(C2=C(C=NNC2=O)N1)NC1=CC=C(C=C1)OCCN1CCN(CC1)CCO